C(CCCCCCCCCCCCC)OOCCCCCCCCCCCCCC dimyristyl peroxide